Methyl N-[2-(3,4-dichlorophenyl)ethyl]-N-[2-hydroxy-2-(3-pyridyl)ethyl]carbamate ClC=1C=C(C=CC1Cl)CCN(C(OC)=O)CC(C=1C=NC=CC1)O